N1(CCCCC1)C(=O)ON(C1=C(C=CC=C1OC)N)C(C)(C)C tert-butyl-((2-amino-6-methoxyphenyl) amino) piperidine-1-carboxylate